C(N)(O[C@H]([C@H]1OC2=C(C1)C1=C(N=C(S1)C1=C3N=CC(=NC3=CC(=C1)C)OC)C=C2)C2COCC2)=O ((S)-tetrahydrofuran-3-yl ((S)-2-(2-methoxy-7-methylquinoxalin-5-yl)-7,8-dihydrobenzofuro[5,4-d]thiazol-7-yl) methyl) carbamate